C(C1=CC=CC=C1)OC1C=CC2=CC(=C(C=C12)C)Br benzyloxy-5-bromo-6-methylindene